methyl 4-(cyclopropanecarbonylamino)-2-pyrrolidin-1-ylbenzoate C1(CC1)C(=O)NC1=CC(=C(C(=O)OC)C=C1)N1CCCC1